FC(C(=O)O)(F)F.FC1(CCNCC1)C#CC1=CC=C(C=C1)C(F)(F)F 4-fluoro-4-((4-(trifluoromethyl)phenyl)ethynyl)piperidine 2,2,2-trifluoroacetate